C(C1=CC=CC=C1)OC=1C=C(C=CC1)C(CC(=O)NC1=C(C=C(C(=C1)C(F)(F)F)C)NC(OC(C)(C)C)=O)=O tert-butyl (2-(3-(3-(benzyloxy)phenyl)-3-oxopropanamido)-5-methyl-4-(trifluoromethyl)phenyl)carbamate